1-(((3S)-1-(((2S)-2-(3-bromophenyl)-1-azetidinyl)sulfonyl)-3-piperidinyl)carbonyl)-N-(4-(trifluoromethyl)benzyl)-D-prolinamide BrC=1C=C(C=CC1)[C@H]1N(CC1)S(=O)(=O)N1C[C@H](CCC1)C(=O)N1[C@H](CCC1)C(=O)NCC1=CC=C(C=C1)C(F)(F)F